FC(OC=1C=C(C=C(C1)F)C1=CC=C2C(N(CN(C2=C1)S(=O)(=O)C1=CC(=CC=C1)C(F)(F)F)C1COC1)=O)F 7-(3-(difluoromethoxy)-5-fluorophenyl)-3-(oxetan-3-yl)-1-((3-(trifluoromethyl)phenyl)sulfonyl)-2,3-dihydroquinazolin-4(1H)-one